Ethyl 5-amino-2-chloro-6-(5-(methyl-d3)-1-(tetrahydro-2H-pyran-2-yl)-1H-indazol-4-yl)pyrimidine-4-carboxylate NC=1C(=NC(=NC1C1=C2C=NN(C2=CC=C1C([2H])([2H])[2H])C1OCCCC1)Cl)C(=O)OCC